2-ethylpyrrolium fluoride [F-].C(C)C=1[NH2+]C=CC1